[N+](=O)([O-])[O-].[Ce+3].[N+](=O)([O-])[O-].[N+](=O)([O-])[O-] Cerous nitrate